2-bromo-5-ethyl-6-(piperazin-1-yl)thiazolo[5,4-b]pyridin-7(4H)-one trifluoroacetate FC(C(=O)O)(F)F.BrC=1SC=2NC(=C(C(C2N1)=O)N1CCNCC1)CC